15-[18F]fluoro-4-thiaoleic acid [18F]C(CCCC\C=C/CCCCSCCC(=O)O)CCC